C(C(=C)C)(=O)OCCC[Si](C)(C)C 3-(methacryloyloxy)propyltrimethylsilane